5-(3,4-dihydroxybenzylidene)-1-ethyl-3-phenyl-2-selenoxoimidazolidin-4-one OC=1C=C(C=C2C(N(C(N2CC)=[Se])C2=CC=CC=C2)=O)C=CC1O